FC=1C(=NN(C1)CC1=CC=C(C=C1)F)C(=O)N[C@@H]1C(N(C2=C(OC1)C=CC(=N2)C#CC)C)=O (S)-4-fluoro-1-(4-fluorobenzyl)-N-(5-methyl-4-oxo-7-(prop-1-yn-1-yl)-2,3,4,5-tetrahydropyrido[3,2-b][1,4]oxazepin-3-yl)-1H-pyrazole-3-carboxamide